NC1=C(C(=NN1C1CCCC1)C1=CC=C(C=C1)CNC(C1=C(C=CC=C1)OC)=O)C(=O)N 5-amino-1-cyclopentyl-3-[4-[[(2-methoxybenzoyl)amino]methyl]phenyl]pyrazole-4-carboxamide